3,5-Di-tert-butyl-1,2-benzoquinone C(C)(C)(C)C=1C(C(C=C(C1)C(C)(C)C)=O)=O